1,3-dichloro-5-isothiocyanatobenzene ClC1=CC(=CC(=C1)N=C=S)Cl